(1R,3S,4R)-2-(4,7-difluoro-1H-indole-2-carbonyl)-5,5-difluoro-N-((S,Z)-4-fluoro-4-(methylsulfonyl)-1-((R)-2-oxopyrrolidin-3-yl)but-3-en-2-yl)-2-azabicyclo[2.2.2]octane-3-carboxamide FC1=C2C=C(NC2=C(C=C1)F)C(=O)N1[C@H]2CC([C@@H]([C@H]1C(=O)N[C@@H](C[C@@H]1C(NCC1)=O)\C=C(/S(=O)(=O)C)\F)CC2)(F)F